5-isopropyl-8-((2R,3S)-2-methyl-3-((methanesulfonyl)methyl)azetidin-1-yl)-N-(2-((3R,5R)-5-(trifluoromethyl)tetrahydrofuran-3-yl)pyrimidin-4-yl)isoquinolin-3-amine C(C)(C)C1=C2C=C(N=CC2=C(C=C1)N1[C@@H]([C@H](C1)CS(=O)(=O)C)C)NC1=NC(=NC=C1)[C@@H]1CO[C@H](C1)C(F)(F)F